C(C1=CC=CC=C1)N(CCOCCOCCOCCOCCCOC(C1=CC=CC=C1)(C1=CC=CC=C1)C1=CC=CC=C1)C N-benzyl-N-methyl-2-[2-[2-[2-(3-trityloxypropoxy)ethoxy]ethoxy]ethoxy]ethanamine